(S)-N-[5-[5-[(3-hydroxypyrrolidin-3-yl)methoxy]-2-methyl-4-pyridyl]pyrazolo[1,5-a]pyridin-2-yl]cyclopropanecarboxamide O[C@@]1(CNCC1)COC=1C(=CC(=NC1)C)C1=CC=2N(C=C1)N=C(C2)NC(=O)C2CC2